CC/C=C\\C/C=C\\C/C=C\\C/C=C\\C/C=C\\CCC/C=C/C(=O)SCCNC(=O)CCNC(=O)[C@@H](C(C)(C)COP(=O)(O)OP(=O)(O)OC[C@@H]1[C@H]([C@H]([C@@H](O1)N2C=NC3=C(N=CN=C32)N)O)OP(=O)(O)O)O The molecule is an unsaturated fatty acyl-CoA that results from the formal condensation of the thiol group of coenzyme A with the carboxy group of (2E,7Z,10Z,13Z,16Z,19Z)-docosahexaenoic acid. It is a long-chain fatty acyl-CoA and an unsaturated fatty acyl-CoA. It is a conjugate acid of a (2E,7Z,10Z,13Z,16Z,19Z)-docosahexaenoyl-CoA(4-).